3-[(4-BROMOTHIOPHEN-2-YL)METHOXY]BENZALDEHYDE BrC=1C=C(SC1)COC=1C=C(C=O)C=CC1